CC(=O)OCCO 2-hydroxy ethyl acetate